3-[4-(5-Cyclopropylcarbamoyl-2-methyl-phenyl)-imidazol-1-yl]-imidazo[1,2-a]pyridine-6-carboxylic acid methylamide CNC(=O)C=1C=CC=2N(C1)C(=CN2)N2C=NC(=C2)C2=C(C=CC(=C2)C(NC2CC2)=O)C